tert-Butyl (R)-3-((3-iodo-6-(1-methyl-1H-pyrazol-4-yl)pyrazolo[1,5-a]pyridin-4-yl)oxy)pyrrolidine-1-carboxylate IC=1C=NN2C1C(=CC(=C2)C=2C=NN(C2)C)O[C@H]2CN(CC2)C(=O)OC(C)(C)C